N-(12-hydroxy-5,8,10,14-eicosatetraenoyl)glycine OC(C=CC=CCC=CCCCC(=O)NCC(=O)O)CC=CCCCCC